4-((3R,4R)-4-((5,7-dimethyl-1H-indol-4-yl)methyl)-1-(2-(trifluoromethoxy)ethyl)piperidin-3-yl)benzoic acid CC=1C(=C2C=CNC2=C(C1)C)C[C@H]1[C@@H](CN(CC1)CCOC(F)(F)F)C1=CC=C(C(=O)O)C=C1